BrC1=CC=C(C=C1)C1=NC(=NC(=N1)C1=CC=CC2=CC=CC=C12)C1=CC=CC=C1 2-(4-bromophenyl)-4-(naphthalen-1-yl)-6-phenyl-1,3,5-triazine